N1(CCOCC1)C1=NC(=NC(=C1)NCC1=CC=C(C=C1)NS(=O)(=O)C)NC=1SC(=C(N1)C)C(=O)OCC ethyl 2-[[4-[4-morpholinyl]-6-[[(4-(methanesulfonamido) phenyl) methyl] amino]-2-pyrimidinyl] amino]-4-methyl-5-thiazolecarboxylate